[Co]=O.[Li].[F] fluorine Lithium cobalt oxide